C(CCCCCCCCCCCCCCCCC)(=O)OCCCOC(CCCCCCCCCCCCCCCCC)=O trimethylene glycol distearate